iron nitrate salt [N+](=O)([O-])[O-].[Fe+2].[N+](=O)([O-])[O-]